The molecule is a fatty acid methyl ester of linoleic acid. It has been isolated from Neolitsea daibuensis. It has a role as a plant metabolite. It derives from a linoleic acid. CCCCC/C=C\\C/C=C\\CCCCCCCC(=O)OC